C(CCC)P(C)(CCCC)CCCC tri-n-butyl-(methyl)phosphine